CC=1C(=NC=CC1)CC1N(C(C2=CC=CC=C12)=O)CC1=CC2=C(NC(O2)=O)C=C1 6-((1-((3-methylpyridin-2-yl)methyl)-3-oxoisoindolin-2-yl)methyl)benzo[d]oxazol-2(3H)-one